CC1(COB(OC1)C1=CC=C(C#N)C=C1)C 4-(5,5-dimethyl-1,3,2-dioxaborinane-2-yl)benzonitrile